N[C@@H]([C@@H](C)CC)C(=O)O (S)-isoleucine